C(C=C)C=1C(=C(C=C(C1)[N+](=O)[O-])C1=CC=CC=C1)OC 3-allyl-2-methoxy-5-nitro-1,1'-biphenyl